(R)-3-(3-(thiophen-2-yl)phenyl)isoxazolidine potassium 4-amino-3-chloro-5-fluoro-6-(7-fluoro-1H-indol-6-yl)pyridine-2-carboxylate NC1=C(C(=NC(=C1F)C1=CC=C2C=CNC2=C1F)C(=O)[O-])Cl.[K+].S1C(=CC=C1)C=1C=C(C=CC1)[C@@H]1NOCC1